7-Isopropyl-1',2,2-trimethyl-2,3-dihydro-1H-spiro[pyrazolo[1,2-a]indazole-9,3'-pyrrolidine]-1,2',5'-trione C(C)(C)C1=CC2=C(C=C1)N1N(C(C(C1)(C)C)=O)C21C(N(C(C1)=O)C)=O